((2-methyl-5-(5-phenyl-4H-1,2,4-triazol-3-yl)phenyl)sulfonyl)-3H-spiro[isobenzofuran-1,4'-piperidine] CC1=C(C=C(C=C1)C1=NN=C(N1)C1=CC=CC=C1)S(=O)(=O)N1CCC2(CC1)OCC1=CC=CC=C12